tri-(1-pentyl) phosphate P(=O)(OCCCCC)(OCCCCC)OCCCCC